4-phenyl-N-(4-phenylphenyl)aniline C1(=CC=CC=C1)C1=CC=C(NC2=CC=C(C=C2)C2=CC=CC=C2)C=C1